Cl.ClC1=CN=C(S1)N 5-chlorothiazol-2-amine hydrochloride